7-((3-(6-(Trifluoromethyl)pyridin-3-yl)pyrazolo[1,5-a]pyrimidin-6-yl)methyl)-2-oxa-7-azaspiro[3.5]nonane FC(C1=CC=C(C=N1)C=1C=NN2C1N=CC(=C2)CN2CCC1(COC1)CC2)(F)F